5-Bromo-2-(4-(4-chlorophenyl)piperidin-1-yl)-3-fluoropyridine BrC=1C=C(C(=NC1)N1CCC(CC1)C1=CC=C(C=C1)Cl)F